F[C@@H]1CN(CC[C@@H]1NC1=NC=C(C(=N1)C=1N=CN(C1)C=1C(=C(C#N)C=CC1)C(F)(F)F)C(F)(F)F)S(=O)(=O)C 3-(4-(2-(((3R,4S)-3-Fluoro-1-(methylsulfonyl)piperidin-4-yl)amino)-5-(trifluoromethyl)pyrimidin-4-yl)-1H-imidazol-1-yl)-2-(trifluoromethyl)benzonitrile